2-[1-(3-pyrazin-2-ylpyrazin-2-yl)ethyl]isoindoline-1,3-dione N1=C(C=NC=C1)C=1C(=NC=CN1)C(C)N1C(C2=CC=CC=C2C1=O)=O